C[C@]12CC[C@H]3[C@H]([C@@H]1CC[C@]2(C#C)O)CCC4=C3C=CC(=C4)O 17-ethynylestradiol